C1(CCCC1)C1=NC2=C(C=C(C=C2C(N1C)=O)C)[C@@H](C)N[S@](=O)C(C)(C)C (R)-N-((R)-1-(2-cyclopentyl-3,6-dimethyl-4-oxo-3,4-dihydroquinazolin-8-yl)ethyl)-2-methylpropane-2-sulfinamide